5-azido-1-(methylsulfonyl)-3,3-dimethyl-2-pentyl succinimidyl carbonate C(OC(CS(=O)(=O)C)C(CCN=[N+]=[N-])(C)C)(ON1C(CCC1=O)=O)=O